(2-((2S,4S)-4-amino-2-(hydroxymethyl)pyrrolidin-1-yl)-4-(tetrahydro-2H-pyran-4-yl)phenyl)-2-(2-fluoro-6-methoxyphenyl)pyrimidine-4-carboxamide N[C@H]1C[C@H](N(C1)C1=C(C=CC(=C1)C1CCOCC1)C=1C(=NC(=NC1)C1=C(C=CC=C1OC)F)C(=O)N)CO